FC(C(I)(F)F)(I)F perfluoro-1,2-diiodoethane